para-ethyl-aniline C(C)C1=CC=C(N)C=C1